2-hexyl-4-Pentynoic Acid C(CCCCC)C(C(=O)O)CC#C